(R)-N-(tert-butyl)-N-(5-(5,6,7,8-tetrahydro-1,8-naphthyridin-2-yl)pentyl)pyrrolidin-3-amine C(C)(C)(C)N([C@H]1CNCC1)CCCCCC1=NC=2NCCCC2C=C1